2-thioxo-2,3-dihydroquinazolin-4(1H)-one S=C1NC2=CC=CC=C2C(N1)=O